Cl.C(#C)[C@H]1[C@H](CN(CC1)CC1(CCNCC1)O)F 4-(((3R,4S)-4-ethynyl-3-fluoropiperidin-1-yl)methyl)piperidin-4-ol hydrochloride